(R)-3-((3-(ethoxymethyl)-3-phenethylpyrrolidin-1-yl)methyl)-2,6-dimethylpyridine C(C)OC[C@]1(CN(CC1)CC=1C(=NC(=CC1)C)C)CCC1=CC=CC=C1